ClC1=C(C(=NN1C(C)C)C(F)F)C=O 5-chloro-3-(difluoromethyl)-1-isopropyl-1H-pyrazole-4-carbaldehyde